C(C)(C)(C)OC(=O)N1C2CN(CC1CC2)C2=CC(=C(C(=C2)F)C=C)OCC=C.OC(CNC2(CCC2)C)C2=CC(=C1CNC(C1=C2)=O)C(F)(F)F 6-(1-hydroxy-2-((1-methylcyclobutyl)amino)ethyl)-4-(trifluoromethyl)isoindolin-1-one Tert-Butyl-3-(3-(allyloxy)-5-fluoro-4-vinylphenyl)-3,8-diazabicyclo[3.2.1]octane-8-carboxylate